(S)-6-(1-amino-1,3-dihydrospiro[indene-2,4'-piperidin]-1'-yl)-3-(1-methyl-1,2-dihydroquinolin-4-yl)-1,5-dihydro-4H-pyrazolo[3,4-d]pyrimidin-4-one N[C@@H]1C2=CC=CC=C2CC12CCN(CC2)C=2NC(C1=C(N2)NN=C1C1=CCN(C2=CC=CC=C12)C)=O